Cl.C(#N)C1=C2CC[C@@H](C2=CC=C1)N (S)-4-cyano-2,3-dihydro-1H-inden-1-amine HCl